2-amino-5-(1-(5-(trifluoromethoxy)pyridin-2-yl)-1H-1,2,4-triazol-3-yl)benzonitrile NC1=C(C#N)C=C(C=C1)C1=NN(C=N1)C1=NC=C(C=C1)OC(F)(F)F